FC1=C(C=CC=C1)SC 1-fluoro-2-methylsulfanyl-benzene